FC1=C(C=C(C=C1)OC)NC(=O)C=1N=C(N(C1)C=1C=CC=2N(C1)C(=CN2)C(=O)N)C2=NC(=CC=C2)C 6-(4-((2-fluoro-5-methoxyphenyl)carbamoyl)-2-(6-methylpyridin-2-yl)-1H-imidazol-1-yl)imidazo[1,2-a]pyridine-3-carboxamide